2-(4-(2-((1-(cyclopropyl-methyl)-6-fluoro-1H-benzo[d]-imidazol-2-yl)-amino)-2-oxo-ethyl)-2-fluoro-phenoxy)nicotinamide C1(CC1)CN1C(=NC2=C1C=C(C=C2)F)NC(CC2=CC(=C(OC1=C(C(=O)N)C=CC=N1)C=C2)F)=O